1,1,1,2,2,3,3-Heptafluoro-3-methoxypropan FC(C(C(OC)(F)F)(F)F)(F)F